(1S,3R,4S)-2-((R)-2-bromo-9-hydroxy-9H-fluorene-9-carbonyl)-N-((R)-1-cyano-2-((S)-2-oxopiperidin-3-yl)ethyl)-5,5-difluoro-2-azabicyclo[2.2.2]octane-3-carboxamide BrC1=CC=2[C@](C3=CC=CC=C3C2C=C1)(C(=O)N1[C@@H]2CC([C@H]([C@@H]1C(=O)N[C@H](C[C@H]1C(NCCC1)=O)C#N)CC2)(F)F)O